C(C)N(S(=O)(=O)NC=1C(=C(C(=O)C2=CNC3=NC=CC=C32)C=C(C1)F)F)C 3-[3-[[ethyl(methyl)sulfamoyl]amino]-2,5-difluoro-benzoyl]-1H-pyrrolo[2,3-b]pyridine